O1C(=CC=C1)OCC(CCCC)ON=C(C(C(C)C)C)C=1C(CC(CC1O)C1CSCCC1)=O {1-[1-(furan-2-oxymethyl)-pentyloxyimino]-2,3-dimethylbutyl}-3-hydroxy-5-(tetrahydrothiopyran-3-yl)-cyclohex-2-enone